[Cl-].C[N+](CCOCCOC1=CC=C(C=C1)C(CC(C)(C)C)(C)C)(C)CC1=CC=CC=C1 N,N-Dimethyl-N-[2-[2-[p-(1,1,3,3-tetramethylbutyl)phenoxy]ethoxy]ethyl]-benzylammonium chlorid